CN1CCC(CC1)NC(=O)C=1C=NN2C1C=C(C=C2)C2=CNC=1N=C(N=CC12)N[C@@H](C(F)(F)F)C (R)-N-(1-methylpiperidin-4-yl)-5-(2-((1,1,1-trifluoropropan-2-yl)amino)-7H-pyrrolo[2,3-d]pyrimidin-5-yl)pyrazolo[1,5-a]pyridine-3-carboxamide